FC1(OC2=C(O1)C=CC(=C2)C(C)N2C[C@@H](N(C[C@H]2CC)C=2C1=C(N(C(N2)=O)C)C=CC(=N1)C#N)CC)F 4-((2S,5R)-4-(1-(2,2-difluorobenzo[d][1,3]dioxolan-5-yl)ethyl)-2,5-diethylpiperazin-1-yl)-1-methyl-2-oxo-1,2-dihydropyrido[3,2-d]pyrimidine-6-carbonitrile